FC1=C(C=C(C=C1)OC=1C(=C2C=CNC2=CC1F)CNC)C=1NC(=CN1)C(CCCCCCC(=O)O)C1=CC(=CC=C1)I 8-(2-(2-Fluoro-5-((6-fluoro-4-((methylamino)methyl)-1H-indol-5-yl)oxy)phenyl)-1H-imidazol-5-yl)-8-(3-iodophenyl)octanoic acid